C(C1=CC=CC=C1)N1CC(CC1)(NCC1=CC=C(C=C1)OC)C#CC=1C(=NC(=CC1)C)Cl 1-benzyl-3-((2-chloro-6-methylpyridin-3-yl)ethynyl)-N-(4-methoxybenzyl)pyrrolidin-3-amine